[2H]C(N)([2H])[2H] trideuteriomethanamine